(S)-5-bromo-8-((1-methylpyrrolidin-2-yl)methoxy)-2,3,4,9-tetrahydro-10H-pyrano[2,3-f]quinazolin-10-one BrC1=C2C(=C3C(NC(=NC3=C1)OC[C@H]1N(CCC1)C)=O)OCCC2